C1(=CC=CC2=CC=CC=C12)C(C(SC1=CC=CC=C1)S(=O)(=O)C1=CC=CC=C1)=O 1-(naphthyl)-2-(benzenesulfonyl)-2-(phenylthio)ethan-1-one